C(C)(C)[C@H]1CC[C@H](CC1)N1CCC(CC1)N1C=C(C2=CC=CC=C12)CNC(=S)N 1-((1-(1-(cis-4-isopropylcyclohexyl)piperidin-4-yl)-1H-indol-3-yl)methyl)thiourea